BrC1=CC=C(C=C1)N1C(C2(CC1)NC1=CC(=CC=C1C2)O)=O (4-bromophenyl)-6-hydroxy-2'-oxospiro[indoline-2,3'-pyrrolidine]